((((cyclohexyloxy)carbonyl)glycyl)oxy)butanoic acid C1(CCCCC1)OC(=O)NCC(=O)OC(C(=O)O)CC